2-((4-(2-(diethylamino)ethoxy)phenyl)amino)-8-methyl-6-phenylpyrido[2,3-d]pyrimidin-7(8H)-one C(C)N(CCOC1=CC=C(C=C1)NC=1N=CC2=C(N1)N(C(C(=C2)C2=CC=CC=C2)=O)C)CC